p-(1,1-dimethyl-5-amino-pentyl)benzene CC(CCCCN)(C)C1=CC=CC=C1